FC1=C(C2=C(C(=N1)OC)N=C(S2)NC(C2=CC=C(C=C2)C2=NN=NN2)=O)N2CCOCC2 N-(6-Fluoro-4-methoxy-7-morpholin-4-yl-thiazolo[4,5-c]pyridin-2-yl)-4-(1H-tetrazol-5-yl)-benzamide